3-(4-Methoxyphenyl)-N-(2-(pyrrolidin-1-yl)pyrimidin-4-yl)isoxazol-5-amine COC1=CC=C(C=C1)C1=NOC(=C1)NC1=NC(=NC=C1)N1CCCC1